CC1(OB(OC1(C)C)C1=CC=C(OCCN2CCCC2)C=C1)C 1-(2-(4-(4,4,5,5-tetramethyl-1,3,2-dioxaborolan-2-yl)phenoxy)ethyl)pyrrolidine